C(C)(C)(C)OC(=O)N1C2CN(CC1CC2)C=2SC(=NN2)C=2C=NC(=CC2NCC)Cl 3-{5-[6-chloro-4-(ethylamino)pyridin-3-yl]-1,3,4-thiadiazol-2-yl}-3,8-diazabicyclo[3.2.1]Octane-8-carboxylic acid tert-butyl ester